1-(4-((3-aminobenzyl)oxy)phenyl)-3-((2-(2,6-dioxopiperidin-3-yl)-1-oxoisoindolin-5-yl)methyl)urea NC=1C=C(COC2=CC=C(C=C2)NC(=O)NCC=2C=C3CN(C(C3=CC2)=O)C2C(NC(CC2)=O)=O)C=CC1